16-(eicosa-13-enoyloxy)-hexadecanoic acid C(CCCCCCCCCCCC=CCCCCCC)(=O)OCCCCCCCCCCCCCCCC(=O)O